C(C)(C)(C)OC(=O)NCC1=C(C=CC(=N1)C(=O)OC)C(CO[Si](C1=CC=CC=C1)(C1=CC=CC=C1)C(C)(C)C)O methyl 6-(((tert-butoxycarbonyl)amino)methyl)-5-(2-((tert-butyldiphenylsilyl)oxy)-1-hydroxyethyl)picolinate